tert-butyl (S)-2-(2,3,9-trimethyl-4-(4-octanamidophenyl)-6H-thieno[3,2-f][1,2,4]triazolo[4,3-a][1,4]diazepin-6-yl)acetate CC1=C(C=2C(=N[C@H](C=3N(C2S1)C(=NN3)C)CC(=O)OC(C)(C)C)C3=CC=C(C=C3)NC(CCCCCCC)=O)C